FCC1([C@@H]([C@@H](C1)O)[C@H]1N2C(C3=CC=CC=C13)=CN=C2)CF (1R,2R)-3,3-Bis(fluoromethyl)-2-((R)-5H-imidazo[5,1-a]isoindol-5-yl)cyclobutan-1-ol